ClC1=NC=C2NC(N(C2=N1)CC1=CC=C(C=C1)C=1N(C=C(N1)C(F)(F)F)C(C)C)=O 2-chloro-9-([4-[1-isopropyl-4-(trifluoromethyl)imidazol-2-yl]phenyl]methyl)-7H-purin-8-one